CNCC1=CC=CC=C1 (S)-(-)-(methyl)benzylamine